N-cyclopropyl-1-((2,4-dimethoxybenzyl)amino)-5-isopropyl-8-oxo-5,6,7,8-tetrahydropyrimido[5'',4'':4',5']pyrrolo[2',3':5,6][1,3]diazepino[1,7-a]indole-11-carboxamide C1(CC1)NC(=O)C=1C=CC=2C=C3N(C2C1)C(NCC1=C3C3=C(N1C(C)C)N=CN=C3NCC3=C(C=C(C=C3)OC)OC)=O